NC(C(C)C)S(=O)(=O)[O-].[Na+] sodium amino-2-methylpropanesulfonate